COC1=CNC2=CC(=CC=C12)C(=O)N1[C@@H](C=2N(CC1)C(=NN2)C2=NC(=NS2)C)C (R)-(3-methoxy-1H-indol-6-yl)(8-methyl-3-(3-methyl-1,2,4-thiadiazol-5-yl)-5,6-dihydro-[1,2,4]triazolo[4,3-a]pyrazin-7(8H)-yl)methanone